ClC=1C=CC(=C(C1)C1=NN(C=C1NC(=O)C=1C=NN2C1N=CC=C2)CC(=O)N2C[C@@H](CC2)NC(OC(C)(C)C)=O)OC (R)-tert-butyl 1-(2-(3-(5-chloro-2-methoxyphenyl)-4-(pyrazolo[1,5-a]pyrimidine-3-carboxamido)-1H-pyrazol-1-yl)acetyl)pyrrolidin-3-ylcarbamate